Ethylenglycol monooleat C(CCCCCCC\C=C/CCCCCCCC)(=O)OCCO